FC1=C(C(=NC=C1)C)C1CN(C1)C(=O)[C@@H]1CC[C@H]2N1C([C@H](CCC2)NC(=O)C2=CC1=C(S2)C=CC(=C1)CP(O)(O)=O)=O ((2-(((3S,6S,9aS)-3-(3-(4-fluoro-2-methylpyridin-3-yl)azetidine-1-carbonyl)-5-oxooctahydro-1H-pyrrolo[1,2-a]azepin-6-yl)carbamoyl)benzo[b]thiophen-5-yl)methyl)phosphonic acid